CN(C(CCC)=O)C1=CC(=CC=C1)OC(CCNC)C1=CC=CC=C1 N-methyl-N-(3-(3-(methylamino)-1-phenylpropoxy)phenyl)butanamide